6-Tert-butyl-5-chloro-2-(4,4-difluorocyclohexyl)pyridine-3-carboxylic acid C(C)(C)(C)C1=C(C=C(C(=N1)C1CCC(CC1)(F)F)C(=O)O)Cl